2-((1-((aminomethyl)cyclopropyl)methoxy)-7-(8-ethyl-7-fluoro-3-hydroxynaphthalene-1-yl)-8-fluoro-5-(propynyl)pyrido[4,3-d]pyrimidin-4-yl)-3-methylpiperidin-3-ol NCC1(CC1)COC=1N=C(C2=C(N1)C(=C(N=C2C#CC)C2=CC(=CC1=CC=C(C(=C21)CC)F)O)F)C2NCCCC2(O)C